ClC1=CC2=C(N=N1)N(C(C2(C)C)=O)CC2=CC=C(C=C2)OC 3-chloro-7-[(4-methoxyphenyl)methyl]-5,5-dimethyl-pyrrolo[2,3-c]pyridazin-6-one